N-[2-(5-Hydroxy-7-Bromo-1H-indol-3-yl)ethyl]acetamide OC=1C=C2C(=CNC2=C(C1)Br)CCNC(C)=O